BrCCC#C 4-bromobutyne